[N+](=O)([O-])C=1C(=C2C(=NC1)N(C=C2)S(=O)(=O)C2=CC=C(C)C=C2)NN2CCC(CC2)CO (1-((5-nitro-1-p-toluenesulfonyl-1H-pyrrolo[2,3-b]pyridine-4-yl)amino)piperidine-4-yl)methanol